ClC=1C=C(C=CC1F)[C@H]1CC[C@H]2N(CCN(C2)C=O)C1 |r| [rac-(7R,9aR)-7-(3-chloro-4-fluorophenyl)-1,3,4,6,7,8,9,9a-octahydropyrido[1,2-a]pyrazin-2-yl]methanone